tert-butyl N-[(3R)-5-[(4-chlorophenyl)methyl]-8-fluoro-4-oxo-7-[5-[[1-(2,2,2-trifluoroethyl)-3-piperidyl]amino]-1,3,4-oxadiazol-2-yl]-2,3-dihydro-1λ4,5-benzothiazepin-3-yl]carbamate ClC1=CC=C(C=C1)CN1C([C@H](C[SH2]C2=C1C=C(C(=C2)F)C=2OC(=NN2)NC2CN(CCC2)CC(F)(F)F)NC(OC(C)(C)C)=O)=O